5-hydroxy-naphthalene-2-carboxamide OC1=C2C=CC(=CC2=CC=C1)C(=O)N